(R)-2'-(5-fluoro-2-((1-(methylsulfonyl)piperidin-4-yl)amino)pyrimidin-4-yl)-3',5'-dimethyl-4,5-dihydro-2H-spiro[furan-3,6'-thieno[2,3-c]pyrrol]-4'(5'H)-one FC=1C(=NC(=NC1)NC1CCN(CC1)S(=O)(=O)C)C1=C(C2=C([C@]3(N(C2=O)C)COCC3)S1)C